C1(CC1)C1=C(C=C2CN(CC2=C1)C)NC1=NC=C(C(=N1)C1=CC(=CS1)C(=O)N)C(F)(F)F 5-(2-((6-Cyclopropyl-2-methylisoindolin-5-yl)amino)-5-(trifluoromethyl)pyrimidin-4-yl)thiophene-3-carboxamide